O=C1NC(CCC1N1C(C2=CC=C(C=C2C1=O)NCCCCOCCCCCCCCOC1=CC=C(C=C1)C1(CCC1)C1=CC=C(OCC2=NC(=NC=C2)CS(=O)(=O)N)C=C1)=O)=O (4-((4-(1-(4-((8-(4-((2-(2,6-dioxopiperidin-3-yl)-1,3-dioxoisoindolin-5-yl)amino)butoxy)octyl)oxy)phenyl)cyclobutyl)phenoxy)methyl)pyrimidin-2-yl)methanesulfonamide